(S)-4-(2-cyclopropyl-benzyl)-2-(2,2-difluoro-propyl)-6-[1-(2-fluoro-6-methyl-phenyl)-piperidin-4-yl]-7-methyl-2,4,6,7-tetrahydro-pyrazolo[4,3-d]pyrimidin-5-one C1(CC1)C1=C(CN2C(N([C@H](C=3C2=CN(N3)CC(C)(F)F)C)C3CCN(CC3)C3=C(C=CC=C3C)F)=O)C=CC=C1